CC1(CC[N+](CC1)=C)C Dimethyl-methylenepiperidinium